N-[(1S)-3-[(2S)-2-ethyl-1-piperidyl]-1-[[(1S)-1-(4-fluoro-1H-benzimidazol-2-yl)ethyl]carbamoyl]-3-oxo-propyl]piperidine-1-carboxamide C(C)[C@@H]1N(CCCC1)C(C[C@@H](C(N[C@@H](C)C1=NC2=C(N1)C=CC=C2F)=O)NC(=O)N2CCCCC2)=O